Cl.N[C@H]1[C@@H](C(CC12CCN(CC2)C=2N=CC(=NC2)SC2=C(C(=NC=C2)NC2=NC(=NC=C2)N2CCC(CC2)C#N)Cl)=O)C 1-(4-((4-((5-((3S,4S)-4-amino-3-methyl-2-oxo-8-azaspiro[4.5]dec-8-yl)pyrazin-2-yl)thio)-3-chloropyridin-2-yl)amino)pyrimidin-2-yl)piperidine-4-nitrile hydrochloride